CC1=CC=C(C(=O)OOC(C2=CC=C(C=C2)C)=O)C=C1 4-methylbenzoylperoxid